C(OCC=C=C(CCCCC)CCCCC)(OC(C)C)=O 4-pentylnonane-2,3-diene-1-yl isopropyl carbonate